glycerol methacrylate C(C(=C)C)(=O)OCC(O)CO